COC1=CC=CC=2C=3N(C(=NC12)N)C=C(N3)CC3=CC(=CC=C3)N3CCOCC3 7-methoxy-2-(3-morpholinobenzyl)imidazo[1,2-c]quinazolin-5-amine